tert-butyl (2-((2-acrylamido-4-((4-(1-(bicyclo[1.1.1]pentan-1-yl)-1H-indol-3-yl)pyrimidin-2-yl)amino)-5-methoxyphenyl)(methyl)amino)ethyl)(methyl)carbamate C(C=C)(=O)NC1=C(C=C(C(=C1)NC1=NC=CC(=N1)C1=CN(C2=CC=CC=C12)C12CC(C1)C2)OC)N(CCN(C(OC(C)(C)C)=O)C)C